1-methyl-1,6,7,11b-tetrahydro-4H-pyrido[2,1-a]isoquinoline-3-carboxylic acid methyl ester COC(=O)C1=CC(C2N(CCC3=CC=CC=C23)C1)C